1-methyl-N-(6-(1-methyl-1H-pyrazol-4-yl)isoquinolin-3-yl)azepane-4-carboxamide CN1CCC(CCC1)C(=O)NC=1N=CC2=CC=C(C=C2C1)C=1C=NN(C1)C